N1N=CC2=CC(=CC=C12)C=1C=NC=2N(C=3C=CC(=CC3OC2C1)C=1C=C2C=NNC2=CC1)CC(CN1CC2COCC(C1)C2)O 1-[6,12-bis-(1H-indazol-5-yl)-9-oxa-2,4-diazatricyclo[8.4.0.0^{3,8}]tetradeca-1(10),3(8),4,6,11,13-hexaen-2-yl]-3-{3-oxa-7-azabicyclo[3.3.1]nonan-7-yl}propan-2-ol